2-chloro-4-fluoro-5-(triazol-1-yl)phenol ClC1=C(C=C(C(=C1)F)N1N=NC=C1)O